C1(CCCCC1)[C@@H](C(=O)NC1=CC=C(C=C1)C=1C(=[N+](C=CC1C)[O-])F)NC(=O)C1=CC=NN1C (S)-3-(4-(2-cyclohexyl-2-(1-methyl-1H-pyrazole-5-carboxamido)acetamido)phenyl)-2-fluoro-4-methylpyridine 1-oxide